2-((4-chlorophenyl)(methyl)amino)-3,5-dihydro-4H-imidazol-4-one ClC1=CC=C(C=C1)N(C1=NCC(N1)=O)C